2,8-dibromo-3-(trifluoromethyl)-4,10-dihydropyrido[3,2-f]pyrazolo[5,1-c][1,4]oxazepine BrC1=NN2C(COC3=C(C2)C=C(C=N3)Br)=C1C(F)(F)F